NC=1C=C(OC2=CC=C(OC3=C(C(=CC=C3)OC3=CC=C(C=C3)OC3=CC(=CC=C3)N)CC)C=C2)C=CC1 1,3-bis(4-(3-aminophenoxy)phenoxy)-2-ethylbenzene